NCC(C)O 3-aminopropan-2-ol